[N-](S(=O)(=O)C(F)(F)F)S(=O)(=O)C(F)(F)F.C(CCC)[P+](CCCC)(CCCC)CCCC tetrabutyl-phosphonium bistrifluoromethanesulfonimide salt